2-(3,5-dimethoxyphenyl)-2-methyl-1-phenylpropan-1-one COC=1C=C(C=C(C1)OC)C(C(=O)C1=CC=CC=C1)(C)C